N[C@H](CC1=CC=CC=C1)C(=O)NCCCC[C@H](NC)C(=O)O N6-(D-phenylalanyl)-N2-methyl-L-lysine